({1-tert-butyl-3-[(1S,3R)-3-[(tert-butyldimethylsilyl)oxy]cyclopentyl]-1H-pyrazol-5-yl}amino)-2-[(4-methoxyphenyl)methyl]-2,3-dihydro-1H-isoindol-1-one C(C)(C)(C)N1N=C(C=C1NC1N(C(C2=CC=CC=C12)=O)CC1=CC=C(C=C1)OC)[C@@H]1C[C@@H](CC1)O[Si](C)(C)C(C)(C)C